[8-[4-[2-(dimethylamino)ethyl-methyl-amino]phenyl]-2-methylsulfanyl-7-oxo-pyrido[2,3-d]pyrimidin-6-yl]-8-methyl-2,3-dihydroquinoxaline-1-carboxylic acid benzyl ester C(C1=CC=CC=C1)OC(=O)N1C(CNC2=CC=CC(=C12)C)C1=CC2=C(N=C(N=C2)SC)N(C1=O)C1=CC=C(C=C1)N(C)CCN(C)C